nicotinic acid-2,4,6-Trichlorophenyl ester ClC1=C(C(=CC(=C1)Cl)Cl)OC(C1=CN=CC=C1)=O